4-(4,6-dioxo-3,4,5,6-tetrahydro-1H-pyrano[4,3-b]thieno[3,2-d]pyridin-8-yl)-3-methyl-1H-pyrazole-1-carboxylic acid tert-butyl ester C(C)(C)(C)OC(=O)N1N=C(C(=C1)C1=CC=2C3=C(NC(C2S1)=O)C(COC3)=O)C